CC1=NC(=CC(=N1)C1(CC1)C=1C=C(C#N)C=CC1)N1CCOCC1 3-[1-(2-methyl-6-morpholin-4-ylpyrimidin-4-yl)cyclopropyl]Benzonitrile